FC(OC1=CC=CC(=N1)C(=O)N1C2COCC1CN(C2)CC2=C(N=C1N2C=CC=N1)C1=CC=C(C=C1)C(C)C)F [6-(Difluoromethoxy)pyridin-2-yl](7-{[2-(4-isopropylphenyl)imidazo[1,2-a]pyrimidin-3-yl]methyl}-3-oxa-7,9-diazabicyclo[3.3.1]non-9-yl)methanon